2-methanesulfinyl-6-(2,6-dichlorophenyl)-8,9-dihydroimidazo[1,2-a]pyrimido[5,4-e]pyrimidin-5(6H)-one CS(=O)C=1N=CC=2C(N(C=3N(C2N1)CCN3)C3=C(C=CC=C3Cl)Cl)=O